2,8-Dimethyl-6,8-dihydro-7H-thieno[3',2':4,5]pyrrolo[2,3-d]pyridazin-7-one CC1=CC2=C(N(C=3C(NN=CC32)=O)C)S1